diphenyl-(2-chlorophenyl)-chloromethane C1(=CC=CC=C1)C(Cl)(C1=C(C=CC=C1)Cl)C1=CC=CC=C1